4-(1-(tert-butyloxycarbonyl)azetidin-3-yl)piperazine-1-carboxylic acid benzyl ester C(C1=CC=CC=C1)OC(=O)N1CCN(CC1)C1CN(C1)C(=O)OC(C)(C)C